decanoic acid hydrazide C(CCCCCCCCC)(=O)NN